C(C)C=1N=C(SC1)C 4-ethyl-2-methyl-1,3-thiazole